C(C1=CC=CC=C1)OC[C@@H]1CN(C=2N1N=C(C2C(=O)OCC)C(F)(F)F)CC2=CC(=CC=C2)C(F)(F)F Ethyl (S)-3-((benzyloxy)methyl)-6-(trifluoromethyl)-1-(3-(trifluoromethyl)benzyl)-2,3-dihydro-1H-imidazo[1,2-b]pyrazole-7-carboxylate